(RS)-6-Methoxy-chinolin COC=1C=C2C=CC=NC2=CC1